2-((R)-sec-Butyl)-4-(4-(4-(4-(((2R,4R)-2-(2,4-dichlorophenyl)-2-(1H-imidazol-1-yl)methyl-1,3-dioxolan-4-yl)methoxy)phenyl)piperazin-1-yl)phenyl)-2,4-dihydro-3H-1,2,4-triazol-3-one [C@@H](C)(CC)N1N=CN(C1=O)C1=CC=C(C=C1)N1CCN(CC1)C1=CC=C(C=C1)OC[C@H]1O[C@@](OC1)(CN1C=NC=C1)C1=C(C=C(C=C1)Cl)Cl